acetyl-acetone sodium salt [Na].C(C)(=O)CC(C)=O